3-(benzyloxy)benzonitrile C(C1=CC=CC=C1)OC=1C=C(C#N)C=CC1